N-(4-{5-[5-Chloro-6-(2-methoxyethoxy)-1H-indazol-3-yl]-1,2-oxazol-3-yl}phenyl)acetamid ClC=1C=C2C(=NNC2=CC1OCCOC)C1=CC(=NO1)C1=CC=C(C=C1)NC(C)=O